Bis(6-bromonaphthalen-2-yl)(phenyl)phosphorus oxide BrC=1C=C2C=CC(=CC2=CC1)P(C1=CC=CC=C1)(C1=CC2=CC=C(C=C2C=C1)Br)=O